4'-(2,2-diphenylvinyl)-[1,1'-biphenyl]-4-carbaldehyde C1(=CC=CC=C1)C(=CC1=CC=C(C=C1)C1=CC=C(C=C1)C=O)C1=CC=CC=C1